triiron phosphide [P-3].[Fe+3]